tert-butyl(8-(4-(4-cyano-3-fluorophenyl)-5-(5-fluoro-3-pentylbenzo[d]isoxazole-6-yl)thiophene-2-carbonyl)-8-azabicyclo[3.2.1]octan-3-yl)carbamate C(C)(C)(C)OC(NC1CC2CCC(C1)N2C(=O)C=2SC(=C(C2)C2=CC(=C(C=C2)C#N)F)C2=CC1=C(C(=NO1)CCCCC)C=C2F)=O